2-[3-[5,7-difluoro-2-(4-fluorophenyl)-1H-indol-3-yl]cyclobutyl]acetic acid FC=1C=C2C(=C(NC2=C(C1)F)C1=CC=C(C=C1)F)C1CC(C1)CC(=O)O